[I-].C(CCCCC)OC=1C(=NSN1)C1=CCC[N+](C1)(C(C=1C=NC=CC1)OC(CC)=O)C 5-(4-(Hexyloxy)-1,2,5-thiadiazol-3-yl)-1-methyl-1-((propionyloxy)(pyridin-3-yl)methyl)-1,2,3,6-tetrahydropyridin-1-ium iodide